2-phenylpent-4-en-1-amine C1(=CC=CC=C1)C(CN)CC=C